N-(2-(1,7-dimethyl-1H-indazol-3-yl)propan-2-yl)-1-methyl-3-azabicyclo[3.1.0]hexane-6-carboxamide CN1N=C(C2=CC=CC(=C12)C)C(C)(C)NC(=O)C1C2CNCC12C